C(C)C=1C(NC(=CC1)C1CNCC1)=O 3-ethyl-6-(pyrrolidin-3-yl)-1H-pyridin-2-one